5-chloro-N-(5-((1R,5S)-1-(2,5-difluorophenyl)-2-azabicyclo[3.1.0]hexan-2-yl)pyrazolo[1,5-a]pyrimidin-3-yl)picolinamide ClC=1C=CC(=NC1)C(=O)NC=1C=NN2C1N=C(C=C2)N2[C@@]1(C[C@@H]1CC2)C2=C(C=CC(=C2)F)F